C(=O)(O)C=1C(=C(C2=CC=CC=C2C1)CC1=C(C(=CC2=CC=CC=C12)C(=O)O)O)O 4-[(3-carboxyl-2-hydroxynaphthalene-1-yl)methyl]-3-hydroxynaphthalene-2-formic acid